2-(5-chloro-6-fluoro-2-phenyl-2-(pyrrolidin-2-yl)-2,3-dihydrobenzofuran-4-yl)-3-fluoro-4-(2-hydroxyethoxy)benzamide ClC=1C(=CC2=C(CC(O2)(C2NCCC2)C2=CC=CC=C2)C1C1=C(C(=O)N)C=CC(=C1F)OCCO)F